tert-Butyl 3-[[6-ethynyl-4-(2-oxa-6-azaspiro[3.3]heptan-6-yl)pyrazolo[3,4-d]pyrimidin-1-yl]methyl]azetidine-1-carboxylate C(#C)C1=NC(=C2C(=N1)N(N=C2)CC2CN(C2)C(=O)OC(C)(C)C)N2CC1(COC1)C2